FC(OC=1C=C(C=C2NC(C(=NC12)C(F)F)=O)CN1CCN(CC1)C=1C=CC(=NC1F)C(=O)NC)F 5-(4-((8-(difluoromethoxy)-2-(difluoromethyl)-3-oxo-3,4-dihydroquinoxalin-6-yl)methyl)piperazin-1-yl)-6-fluoro-N-methylpyridinecarboxamide